5-(((7-(2-Aminopyrimidin-4-yl)-2,3-dihydrofuro[3,2-c]pyridin-4-yl)amino)methyl)-2-fluoro-N-(tetrahydro-2H-pyran-4-yl)benzamide NC1=NC=CC(=N1)C=1C2=C(C(=NC1)NCC=1C=CC(=C(C(=O)NC3CCOCC3)C1)F)CCO2